C1(=C(C=CC=C1)C1C(=O)OC(C1)C)C α-tolyl-γ-valerolactone